BrC1=C(C=C2C(=NC(N(C2=C1)C1=C(C=CC=C1)C(F)(F)F)=O)N1CCN(CC1)C(C=C)=O)Cl 7-Bromo-6-chloro-4-(4-(2-propenoyl)-1-piperazinyl)-1-(2-(trifluoromethyl)phenyl)-2(1H)-quinazolinone